F[C@@H]\1[C@@]2(CC[C@H](C/C1=C\C=1N=CC(=NC1)C1=C(C=C(C=C1)N1N=C(N=N1)C)O)N2)C 2-(5-((E)-((1S,2S,5R)-2-fluoro-1-methyl-8-azabicyclo[3.2.1]octan-3-ylidene)methyl)pyrazin-2-yl)-5-(5-methyl-2H-tetrazol-2-yl)phenol